tert-butyl-(2-((3-chloro-2-fluorobenzyl)amino)-2-oxoethyl)-1H-indazole-3-carboxamide C(C)(C)(C)C1=C2C(=NN(C2=CC=C1)CC(=O)NCC1=C(C(=CC=C1)Cl)F)C(=O)N